4-((2R,3S,5R)-3-(3,4-difluoro-2-methoxyphenyl)-5-methyl-5-(trifluoromethyl)tetrahydrothiophene-2-carboxamido)picolinamide FC=1C(=C(C=CC1F)[C@H]1[C@@H](S[C@](C1)(C(F)(F)F)C)C(=O)NC1=CC(=NC=C1)C(=O)N)OC